[C-]1(C=CC=C1)C(=O)N1N=C(N(C1S)N)C1=CC=CC=C1.[CH-]1C=CC=C1.[Fe+2] ferrocenyl-formyl-3-phenyl-4-amino-5-mercapto-1,2,4-triazole